FC1(CC=2N(N=C(C2C2CCC(CC2)(CO)CO)CN(CCNC)C)C1)F (4-(5,5-difluoro-2-((methyl-(2-(methylamino)ethyl)-amino)methyl)-5,6-dihydro-4H-pyrrolo[1,2-b]pyrazol-3-yl)cyclohexane-1,1-diyl)-dimethanol